3-chloro-5'-fluoro-3'-(2-fluoropyridin-4-yl)-2'-(methoxymethoxy)-[1,1'-biphenyl] ClC=1C=C(C=CC1)C1=C(C(=CC(=C1)F)C1=CC(=NC=C1)F)OCOC